2,8-dimethyl-4H-chromene CC=1OC2=C(C=CC=C2CC1)C